CON(C(C1=C(C(=CC=C1)C(F)(F)F)C)=O)C N-methoxy-N,2-dimethyl-3-(trifluoromethyl)benzamide